C(C)OC(=O)NNC(=O)NC1=CC=C(C=C1)CN(C)C 1-ethoxycarbonyl-4-(4'-dimethylaminomethylphenyl)semicarbazide